OC1C(CC12CCN(CC2)C(=O)C2CCN(CC2)C(C)=O)C2N1C(C=3C=CC=CC23)=CN=C1 1-[4-[3-Hydroxy-2-(5H-imidazo[1,5-b]isoindol-5-yl)-7-azaspiro[3.5]nonan-7-carbonyl]-1-piperidyl]ethanon